COC1=CC(=C(C=C1)B(O)O)OCOC 4-METHOXY-2-(METHOXYMETHOXY)PHENYLBORONIC ACID